BrCCCCC=1C(=C(C2=CC3=CC4=CC=CC=C4C=C3C=C2C1)C#N)C=1NN=CC1 (4-bromobutyl)-2-(2H-pyrazol-3-yl)-1-naphthacenecarbonitrile